diethyl 5-aminopyrazole-1,3-dicarboxylate NC1=CC(=NN1C(=O)OCC)C(=O)OCC